CC1(COB(OC1)C=1C=C(CN2CCC(CC2)(C)C)C=C(C1OC)F)C 1-(3-(5,5-dimethyl-1,3,2-dioxaborinan-2-yl)-5-fluoro-4-methoxybenzyl)-4,4-dimethylpiperidine